4-(azetidin-3-yl)-1-(2,4-dichlorophenyl)imidazole 2,2,2-trifluoroacetate FC(C(=O)O)(F)F.N1CC(C1)C=1N=CN(C1)C1=C(C=C(C=C1)Cl)Cl